6,7-dichloro-4-hydroxy-1-(2-isopropyl-4-methylpyridin-3-yl)-1,8-naphthyridine-2(1H)-one ClC=1C=C2C(=CC(N(C2=NC1Cl)C=1C(=NC=CC1C)C(C)C)=O)O